C(CCSCCCCCCCCCCSCCCO)O 4,15-dithia-1,18-octadecanediol